[4-[tert-butyl (dimethyl) silyl] oxy-5-(dimethylamino) pentyl] benzoate C(C1=CC=CC=C1)(=O)OCCCC(CN(C)C)O[Si](C)(C)C(C)(C)C